ClC1=CC=C(COC2=NC=C(C(=N2)OCC[Si](C)(C)C)C=O)C=C1 ((4-chlorobenzyl)oxy)-4-(2-(trimethylsilyl)ethoxy)pyrimidine-5-carbaldehyde